BrCC(CC(=O)NC1=CC=CC=C1)=O 4-bromo-acetoacetanilide